CC1=CC=C(C[N+]2(CCCCC2)C2=CC=CC=C2)C=C1 1-(4-methylbenzyl)-1-phenylpiperidinium